C(C=C)[C@H]1C(C[C@H]2CN(C[C@H]21)C(=O)OC(C)(C)C)=O |&1:3| Rac-tert-butyl (3aR,6aR)-4-allyl-5-oxohexahydrocyclopenta[c]pyrrole-2(1H)-carboxylate